2-(2H-benzotriazol-2-yl)-2H-benzotriazol N=1N(N=C2C1C=CC=C2)N2N=C1C(=N2)C=CC=C1